2-isocyano-5-methyl-1,1'-biphenyl [N+](#[C-])C1=C(C=C(C=C1)C)C1=CC=CC=C1